C1(CC1)[C@@H]1NC(OC1)=O (S)-4-cyclopropyloxazolidin-2-one